BrC=1C=CC=NC1/N=C/NO (E)-5-bromo-6-(((hydroxylamino)methylene)amino)-pyridine